2-carboxy-3-(3-nitro-4-methoxybenzoyl)-butyric acid C(=O)(O)C(C(=O)O)C(C)C(C1=CC(=C(C=C1)OC)[N+](=O)[O-])=O